4-[5-(4-phenylpyrazol-1-yl)-2-(3-pyridyl)pyrazolo[1,5-a]pyrimidin-7-yl]morpholine C1(=CC=CC=C1)C=1C=NN(C1)C1=NC=2N(C(=C1)N1CCOCC1)N=C(C2)C=2C=NC=CC2